C(C)OC(=O)C1CC12COCC=1C2=NC=CC1 spiro[cyclopropane-1,8'-pyrano[4,3-b]pyridine]-2-carboxylic acid ethyl ester